C(C)(C)(C)OOC(C)(CCC(C)(C1=CC=CC=C1)OOC(C)(C)C)C1=CC=CC=C1 2,5-di(tert-butylperoxy)-2,5-diphenylhexane